COC=1C=C(C=CC1OC1CC(C1)N(C)C)NC1=NC=CC(=N1)NC=1C=NC2=CC(=CC=C2C1)C(F)(F)F 2-{3-methoxy-4-[(1r,3r)-3-(dimethylamino)cyclobutoxy]phenylamino}-4-[7-(trifluoromethyl)-3-quinolylamino]pyrimidine